ClC1=CC=C2C(=N1)C(=CN2)C2=CC=CC=C2 5-chloro-3-phenyl-1H-pyrrolo[3,2-b]Pyridine